5-cyclopropyl-N-(2-(4,4-difluorocyclohexyl)-4-(2,5-difluorophenyl)pyridin-3-yl)-1-methyl-1H-pyrazole-3-carboxamide C1(CC1)C1=CC(=NN1C)C(=O)NC=1C(=NC=CC1C1=C(C=CC(=C1)F)F)C1CCC(CC1)(F)F